ClC=1C=CC=C2C(=CNC12)C1=NC(=C(C=C1)OC1CNCC1)C 7-chloro-3-(6-methyl-5-(pyrrolidin-3-yloxy)pyridin-2-yl)-1H-indole